2-(2-(cyclopropylmethyl)-1-(3-fluoro-4-sulfamoylbenzyl)-5-(3-((2-methylthiazol-4-yl)ethynyl)phenyl)-1H-pyrrol-3-yl)thiazole-4-carboxylic acid C1(CC1)CC=1N(C(=CC1C=1SC=C(N1)C(=O)O)C1=CC(=CC=C1)C#CC=1N=C(SC1)C)CC1=CC(=C(C=C1)S(N)(=O)=O)F